2-ketoacetamide O=CC(=O)N